(1S,3S,5S)-N-((4-carbamimidoylthiophen-2-yl)methyl)-2-((chromane-6-carbonyl)glycyl)-5-methyl-2-azabicyclo[3.1.0]hexane-3-carboxamide C(N)(=N)C=1C=C(SC1)CNC(=O)[C@H]1N([C@H]2C[C@]2(C1)C)C(CNC(=O)C=1C=C2CCCOC2=CC1)=O